ethyl 5-cyano-1-(2-trimethylsilylethoxymethyl)pyrazole-4-carboxylate C(#N)C1=C(C=NN1COCC[Si](C)(C)C)C(=O)OCC